2-amino-7-(methylthio)heptanoic acid NC(C(=O)O)CCCCCSC